C(C1=CC=CC=C1)OC=1C(=C(C(=O)O)C=CC1C1OCCO1)F 3-(benzyloxy)-4-(1,3-dioxolan-2-yl)-2-fluorobenzoic acid